[N+](=O)([O-])C1=C2C=CC(=NC2=C2N=C(C=CC2=C1)C(=O)O)C(=O)O 5-nitro-1,10-phenanthroline-2,9-dicarboxylic acid